1-{[2-(3-methoxyphenyl)-1,3-thiazol-4-yl]methoxy}-6-[(triisopropylsilyl)oxy]-2-hexanol COC=1C=C(C=CC1)C=1SC=C(N1)COCC(CCCCO[Si](C(C)C)(C(C)C)C(C)C)O